(2-ethoxy)isocyanuric acid triacrylate C(C=C)(=O)O.C(C=C)(=O)O.C(C=C)(=O)O.CCON1C(=O)NC(=O)NC1=O